BrC1=CC=C2C(C(NC2=C1)=O)(C)CC 6-bromo-3-ethyl-3-methylindolin-2-one